C(C)(=O)C=1C(=NC(=CC1)N1C=NC2=C1C=CC(=C2)NC=2N=NC(=CC2)C)N2N=NC(=C2)C#N 1-[3-acetyl-6-[5-[(6-methylpyridazin-3-yl)amino]benzimidazol-1-yl]-2-pyridinyl]triazol-4-carbonitrile